ClC=1C=C2C(=NC(N3C2=C(C1C1=C(C=C(C=C1)F)F)SC[C@@H]3CN3CCN(CC3)CC(F)F)=O)N3[C@H](CNCC3)C (3S)-9-chloro-3-((4-(2,2-difluoroethyl)piperazin-1-yl)methyl)-10-(2,4-difluorophenyl)-7-((S)-2-methylpiperazin-1-yl)-2H-[1,4]thiazino[2,3,4-ij]quinazolin-5(3H)-one